piperazin-1-yl(1H-1,2,3-triazol-1-yl)methanone N1(CCNCC1)C(=O)N1N=NC=C1